NC1=NC=2C3=C(C(CC2C=N1)(C)C)C(=NN3CC)C(=O)NC=3SC=C(N3)C 8-amino-1-ethyl-4,4-dimethyl-N-(4-methyl-1,3-thiazol-2-yl)-4,5-dihydro-1H-pyrazolo[4,3-H]quinazoline-3-carboxamide